FC1=CC(=CC2=C1N(C=N2)C2CC(C2)(C)O)O 7-fluoro-1-[(cis)-3-hydroxy-3-methylcyclobutyl]-1H-1,3-benzodiazol-5-ol